tert-butyl (1R,2S,3S,5S)-2-fluoro-3-(methyl(3-(methylthio)-1,2,4-triazin-6-yl)amino)-8-azabicyclo[3.2.1]octane-8-carboxylate F[C@@H]1[C@H]2CC[C@@H](C[C@@H]1N(C1=CN=C(N=N1)SC)C)N2C(=O)OC(C)(C)C